C(C1=CC=CC=C1)O[C@@H]1[C@@H](CO[C@@H]([C@@H]1OCC1=CC=CC=C1)COCC1=CC=CC=C1)C=1OC(=NN1)C(F)(F)F 2-((3R,4R,5R,6R)-4,5-bis(benzyloxy)-6-((benzyloxy)methyl)tetrahydro-2H-pyran-3-yl)-5-(trifluoromethyl)-1,3,4-oxadiazole